FC=1C=C2C(=CC=NC2=CC1)NC=1C=C(C(=O)NC2=CC=C(C=C2)OC2=CC=NC=C2)C=CC1 3-((6-fluoroquinolin-4-yl)amino)-N-(4-(pyridin-4-yloxy)phenyl)benzamide